N12CC(C(CC1)CC2)N(C(O)=O)[C@H]2C(CC1=CC=C(C=C21)C2=CC=C(C=C2)OCCOC)(C)C.FC=2C=C(C=C(C2)F)C2C(OC1=CC(=CC=C1C2=O)OC2OCCCC2)C2=CC=C(C=C2)I 3-(3,5-difluorophenyl)-2-(4-iodophenyl)-7-(tetrahydropyran-2-yloxy)chroman-4-one (S)-quinuclidin-3-yl-(6-(4-(2-methoxyethoxy)phenyl)-2,2-dimethyl-2,3-dihydro-1H-inden-1-yl)carbamat